CC(=O)NC1=CC=CNC1=O N-(2-hydroxypyridin-3-yl)acetamide